FC=1C=C(OCC2=CC=C(OC3CN(C3)C=3C(=C(C(=O)O)C=CC3)N3C=CC=C3)C=C2)C=CC1 3-(3-(4-((3-fluorophenoxy)methyl)phenoxy)azetidin-1-yl)-2-(1H-pyrrol-1-yl)benzoic acid